C(C)(C)(C)OC(=O)N[C@H](C(=O)OC)CC=1C(=C2CC(NC2=CC1)=O)C methyl (2S)-2-{[(tert-butoxy)carbonyl]amino}-3-(4-methyl-2-oxo-2,3-dihydro-1H-indol-5-yl)propanoate